8-((4-((tert-Butyldiphenylsilyl)oxy)butyl)amino)-1,15-bis(cyclohexylthio)pentadecane-2,14-diyl dinonanoate C(CCCCCCCC)(=O)OC(CSC1CCCCC1)CCCCCC(CCCCCC(CSC1CCCCC1)OC(CCCCCCCC)=O)NCCCCO[Si](C1=CC=CC=C1)(C1=CC=CC=C1)C(C)(C)C